[Na].ClC1=C(C=CC=C1)C1=NC(N(C=C1Br)C1=CC(=C(C=C1)B1OC(C(O1)(C)C)(C)C)S(N=CN(C)C)(=O)=O)C1CC1 (2-chlorophenyl)-N-[3-{[(dimethylamino)methylidene]Sulfamoyl}-4-(4,4,5,5-tetramethyl-1,3,2-dioxaborolan-2-yl)phenyl]5-bromo-2-cyclopropylpyrimidine Sodium